1,2-difluoro-6-oxoindolo[1,2-a]quinoxaline-5(6H)-carboxylic acid tert-butyl ester C(C)(C)(C)OC(=O)N1C(C=2N(C=3C(=C(C=CC13)F)F)C1=CC=CC=C1C2)=O